1-(4-((4-(4-amino-3-(4-phenoxyphenyl)-1H-pyrazolo[3,4-d]pyrimidin-1-yl)piperidin-1-yl)methyl)-2-fluoropyridin-3-yl)dihydropyrimidine-2,4(1H,3H)-dione NC1=C2C(=NC=N1)N(N=C2C2=CC=C(C=C2)OC2=CC=CC=C2)C2CCN(CC2)CC2=C(C(=NC=C2)F)N2C(NC(CC2)=O)=O